FC1=C(C=C(C=C1C(F)(F)F)[N+](=O)[O-])[C@@H](C)N[S@](=O)C(C)(C)C (R)-N-[(1R)-1-[2-fluoro-5-nitro-3-(trifluoromethyl)phenyl]ethyl]-2-methyl-propane-2-sulfinamide